2-((3R,4R,6R)-4-(3,4-difluoro-2-methylphenyl)-6-methyl-6-(trifluoromethyl)tetrahydro-2H-pyran-3-yl)-4-oxo-1,4-dihydro-1,6-naphthyridine 6-oxide FC=1C(=C(C=CC1F)[C@H]1[C@@H](CO[C@](C1)(C(F)(F)F)C)C=1NC2=CC=[N+](C=C2C(C1)=O)[O-])C